Methyl (2S,4R)-4-(difluoromethoxy)pyrrolidine-2-carboxylate hydrochloride Cl.FC(O[C@@H]1C[C@H](NC1)C(=O)OC)F